N-(4-tert-butylphenyl)-3-chloro-5-(tert-butyl-d9)aniline C(C)(C)(C)C1=CC=C(C=C1)NC1=CC(=CC(=C1)C(C([2H])([2H])[2H])(C([2H])([2H])[2H])C([2H])([2H])[2H])Cl